ClC=1C=C(C=C2C=C(N=CC12)NC(=O)[C@H]1[C@@H](C1)C#N)C1=CC=2N(C=C1C)C=CN2 |r| (±)-trans-N-(8-chloro-6-(6-methylimidazo[1,2-a]pyridin-7-yl)isoquinolin-3-yl)-2-cyanocyclopropanecarboxamide